CC=1N=C(C2=C(N1)SC1=C2CCC1)N1CCN(CC1)CC=1C=C2CN(C(C2=CC1)=O)N1C(NC(CC1)=O)=O 1-(5-((4-(2-methyl-6,7-dihydro-5H-cyclopenta[4,5]thieno[2,3-d]pyrimidin-4-yl)piperazin-1-yl)methyl)-1-oxoisoindolin-2-yl)dihydropyrimidine-2,4(1H,3H)-dione